dimethyl (1r,2s)-cyclopropane-1,2-dicarboxylate [C@@H]1([C@H](C1)C(=O)OC)C(=O)OC